(1-(methylsulfonyl)piperidin-3-yl)methanamine CS(=O)(=O)N1CC(CCC1)CN